chlorophenyl glycolate C(CO)(=O)OC1=C(C=CC=C1)Cl